3-(((7-(1H-pyrazol-4-yl)-2,3-dihydrofuro[3,2-c]pyridin-4-yl)amino)methyl)-N-(5-methyl-4,5,6,7-tetrahydropyrazolo[1,5-a]pyrazin-2-yl)benzamide N1N=CC(=C1)C=1C2=C(C(=NC1)NCC=1C=C(C(=O)NC3=NN4C(CN(CC4)C)=C3)C=CC1)CCO2